(3-((2-chloro-5-methoxypyrimidin-4-yl)amino)quinolin-4-yl)dimethylphosphine oxide ClC1=NC=C(C(=N1)NC=1C=NC2=CC=CC=C2C1P(C)(C)=O)OC